6-fluoro-7-(4-fluoro-2-methoxy-5-nitrophenoxymethyl)-1,3-benzothiazole FC1=C(C2=C(N=CS2)C=C1)COC1=C(C=C(C(=C1)[N+](=O)[O-])F)OC